tert-butyl (S)-2-(6-chloro-2-(2,6-dimethylpyrimidine-4-carbonyl)-1,2,3,4-tetrahydroisoquinolin-8-yl)pyrrolidine-1-carboxylate ClC=1C=C2CCN(CC2=C(C1)[C@H]1N(CCC1)C(=O)OC(C)(C)C)C(=O)C1=NC(=NC(=C1)C)C